Cl.FC1=C(C=CC=C1)C1=CC(=CN1S(=O)(=O)C1=CC(=CC=C1)S(=O)C)CNC 1-(5-(2-fluorophenyl)-1-((3-(methylsulfinyl)phenyl)sulfonyl)-1H-pyrrol-3-yl)-N-methyl-methylamine hydrochloride